N\C(=C/C(=O)OCC)\C(F)(F)F ethyl (2Z)-3-amino-4,4,4-trifluorobutan-2-enoate